CC=1OC(=C(N1)C(=O)N1CCC(CC1)N1CC(C1)(N1N=CC(=C1)C=1C2=C(N=CN1)NC=C2)CC#N)C(F)(F)F {1-(1-{[2-methyl-5-(trifluoromethyl)-1,3-oxazol-4-yl]carbonyl}piperidin-4-yl)-3-[4-(7H-pyrrolo[2,3-d]pyrimidin-4-yl)-1H-pyrazol-1-yl]azetidin-3-yl}acetonitrile